C(C)(C)(C)OC(=O)N1CCC2(CC1)CCC(CC2)CC(=O)OCC 9-(2-ethoxy-2-oxoethyl)-3-azaspiro[5.5]undecane-3-carboxylic acid tert-butyl ester